NC1COC2=CC(=CC=C2C1)N1CC2CCC(C1)N2C(=O)OC(C)(C)C tert-Butyl 3-(3-aminochroman-7-yl)-3,8-diazabicyclo[3.2.1]octane-8-carboxylate